C(#N)C1N(CC(C1)(F)F)C(CNC(=O)C1=CC=NC2=CC=C(C=C12)C=CC1=CC(=NC=C1)OC)=O N-(2-(2-cyano-4,4-difluoropyrrolidin-1-yl)-2-oxoethyl)-6-(2-(2-methoxypyridin-4-yl)vinyl)quinoline-4-carboxamide